C(C)(C)(C)OC(=O)N1CCN(CC1)C1=NC=C(C=C1Cl)C#C 4-(3-chloro-5-ethynyl-2-pyridinyl)piperazine-1-carboxylic acid tert-butyl ester